COC=1C=C(C=CC1CN1C(N(CCC1)C1=CC(=C(C=C1)OC)OCCCCC)=O)C(C(=O)OCC)C(=O)OCC diethyl 2-(3-methoxy-4-((3-(4-methoxy-3-(pentyloxy)phenyl)-2-oxotetrahydropyrimidin-1(2H)-yl)methyl)phenyl)malonate